3-(5-methyl-1,3-thiazol-2-yl)-5-[(2S)-tetrahydrofuran-2-ylmethoxy]Benzoic acid CC1=CN=C(S1)C=1C=C(C(=O)O)C=C(C1)OC[C@H]1OCCC1